BrC=1C(=C(C#N)C(=CC1)OC)N1CCC(CC1)C1=NN=CN1C 3-bromo-6-methoxy-2-[4-(4-methyl-1,2,4-triazol-3-yl)piperidin-1-yl]benzonitrile